6-Bromo-2-(2,2-dimethyltetrahydro-2H-pyran-4-yl)-1,2,3,4-tetrahydroquinazolin-2-ol BrC=1C=C2CNC(NC2=CC1)(O)C1CC(OCC1)(C)C